tert-butyl 2-(dibenzylamino)-4-oxo-6,7-dihydrothiazolo[5,4-c]pyridine-5(4H)-carboxylate C(C1=CC=CC=C1)N(C=1SC=2C(N(CCC2N1)C(=O)OC(C)(C)C)=O)CC1=CC=CC=C1